m-toluidine sodium [Na].NC1=CC(=CC=C1)C